7-(2-bromo-6-trifluoromethyl-benzyl)-2-(2,2-difluoro-propyl)-5-[1-(2-fluoro-6-methyl-phenyl)-piperidin-4-yl]-2,4,5,7-tetrahydro-pyrazolo[3,4-d]pyrimidin-6-one BrC1=C(CN2C(N(CC=3C2=NN(C3)CC(C)(F)F)C3CCN(CC3)C3=C(C=CC=C3C)F)=O)C(=CC=C1)C(F)(F)F